7-Bromo-3-iodo-benzo[b]thiophene-2-carboxylic acid ethyl ester C(C)OC(=O)C1=C(C2=C(S1)C(=CC=C2)Br)I